1-(dimethylethylsilyl)imidazole C[Si](N1C=NC=C1)(CC)C